FC1=C(C=CC=C1)C1=C2C(=NN1CC1=CC(=CC=C1)I)CN(C2)C 3-(2-fluorophenyl)-2-(3-iodobenzyl)-5-methyl-2,4,5,6-tetrahydropyrrolo[3,4-c]pyrazole